CC([C@@H](C(=O)N1[C@@H]([C@H]2C([C@H]2C1)(C)C)C(=O)O)NC(=O)OC1(CCC1)C(F)(F)F)(C)C (1R,2S,5S)-3-[(2S)-3,3-dimethyl-2-[[1-(trifluoromethyl)cyclobutoxy]carbonylamino]butanoyl]-6,6-dimethyl-3-azabicyclo[3.1.0]hexane-2-carboxylic acid